tri(2-carboxyethyl) phosphate hydrochloride Cl.P(=O)(OCCC(=O)O)(OCCC(=O)O)OCCC(=O)O